ethyl 3-((4-ethylphenyl)sulfonyl)-4-(1H-imidazol-1-yl)quinoline-6-carboxylate C(C)C1=CC=C(C=C1)S(=O)(=O)C=1C=NC2=CC=C(C=C2C1N1C=NC=C1)C(=O)OCC